C(C1=CC=CC=C1)OC(C(CN1C=NC(=C1)C1=CC=C(C(=O)OC)C=C1)NC(=O)OC(C)(C)C)=O methyl 4-(1-(3-(benzyloxy)-2-((tert-butoxycarbonyl)amino)-3-oxopropyl)-1H-imidazol-4-yl)benzoate